ClCC\C=C\CC (3E)-1-chloro-3-hexene